NCC1=NNC(C2=CC=C(C=C12)C1=CN=CO1)=O 4-(aminomethyl)-6-(oxazol-5-yl)phthalazin-1(2H)-one